4-(((((1R,2S,5R)-2-carbamoyl-7-oxo-1,6-diazabicyclo[3.2.1]octan-6-yl)oxy)sulfonyl)oxy)-3,3-dimethylbutyl adamantane-1-carboxylate C12(CC3CC(CC(C1)C3)C2)C(=O)OCCC(COS(=O)(=O)ON2[C@@H]3CC[C@H](N(C2=O)C3)C(N)=O)(C)C